BrCCCCCCCCCCCS 11-bromo-1-undecanethiol